NC(C(=O)NC=1SC(=C(C1C(C1=CC=C(C=C1)Cl)=O)C)C)COC 2-amino-N-(3-(4-chlorobenzoyl)-4,5-dimethylthiophen-2-yl)-3-methoxypropanamide